1-(6-(4-Fluorophenyl)-4-((2R,3S)-2-methyl-3-((methylsulfonyl)methyl)azetidin-1-yl)pyridin-2-yl)-6-(4-methoxypyridin-3-yl)-4-methyl-1H-pyrazolo[4,3-c]pyridine FC1=CC=C(C=C1)C1=CC(=CC(=N1)N1N=CC=2C(=NC(=CC21)C=2C=NC=CC2OC)C)N2[C@@H]([C@H](C2)CS(=O)(=O)C)C